1-(3-cyano-1-propyl-1H-indazol-5-yl)-1H-pyrazole-4-carboxylic acid C(#N)C1=NN(C2=CC=C(C=C12)N1N=CC(=C1)C(=O)O)CCC